6-chloro-2,4-diphenyl-2H-benzo[e][1,3]oxazin-3(4H)-ol ClC=1C=CC2=C(C(N(C(O2)C2=CC=CC=C2)O)C2=CC=CC=C2)C1